t-butyl-(2-methylpropyl)amine C(C)(C)(C)NCC(C)C